C[C@H]1N(CCN(C1=O)C)CC(=O)NC1=CC(=C(C=C1)[N+](=O)[O-])F (R)-2-(2,4-dimethyl-3-oxopiperazin-1-yl)-N-(3-fluoro-4-nitrophenyl)acetamide